3-(azetidine-1-carbonyl)-5-(4-cyclohexylphenyl)pyrazolo[1,5-a]pyrimidin-7(4H)-one N1(CCC1)C(=O)C=1C=NN2C1NC(=CC2=O)C2=CC=C(C=C2)C2CCCCC2